NC=1C2=C(N=CN1)N(C(=C2C(=O)NC2=CC=C(C=C2)COC)C#CC2=CC(=CC=C2)F)C2(CC2)C 4-amino-6-((3-fluorophenyl)ethynyl)-N-(4-(methoxymethyl)phenyl)-7-(1-methylcyclopropyl)-7H-pyrrolo[2,3-d]pyrimidine-5-carboxamide